6-[5-(6-methyl-2-pyridyl)-1H-triazol-4-yl]-3-piperazin-1-yl-quinoline CC1=CC=CC(=N1)C1=C(N=NN1)C=1C=C2C=C(C=NC2=CC1)N1CCNCC1